O=C1N(C2=CC=CC=C2C(N1)=O)CC=1C=C(C(=O)O)C(=CN1)I 2-((2,4-dioxo-3,4-dihydroquinazolin-1(2H)-yl)methyl)-5-iodoisonicotinic acid